C(#N)C1=C(C=CC=C1NC(=O)C=1SC=2CNCCC2N1)C1=CC=CC=C1 N-(2-Cyanobiphenyl-3-yl)-4,5,6,7-tetrahydro[1,3]thiazolo[5,4-c]pyridin-2-carboxamid